FC1=CC=C(C=C1)N1C(=CC2=C1C=C1C=NNC1=C2)C(C)C 5-(4-Fluorophenyl)-6-isopropyl-1,5-dihydropyrrolo[2,3-f]indazole